O=C(C(=O)O)NC1=CC=C(C=C1)C#CC1=CC=C(C=C1)OC(F)(F)F 2-Oxo-2-((4-((4-(trifluoromethoxy)phenyl)ethynyl)phenyl)amino)acetic acid